N1(CC1)CCC(=O)O.N1(CC1)CCC(=O)O.N1(CC1)CCC(=O)O.OC(C(CO)CC)O 2-dihydroxymethylbutanol-tris[3-(1-aziridinyl) propionate]